COC=1C=C(C=CC1OC)C1=C(C=2N=C(N=CC2N1)C(=O)NC1CCN(CC1)C(C)C)CC 6-(3,4-dimethoxyphenyl)-7-ethyl-N-(1-isopropylpiperidin-4-yl)-5H-pyrrolo[3,2-d]pyrimidine-2-carboxamide